ethyl 2-(7-chloro-4-methyl-6-(4-morpholinophenyl)-2H-indazol-2-yl)-2-(6,7-dihydro-5H-pyrrolo[1,2-c]imidazol-1-yl)acetate ClC1=C(C=C(C2=CN(N=C12)C(C(=O)OCC)C1=C2N(C=N1)CCC2)C)C2=CC=C(C=C2)N2CCOCC2